7,9-difluoro-1,4,4-trimethyl-8-(1H-pyrazol-3-yl)-5H-pyrrolo[1,2-a]quinoxaline FC=1C=C2NC(C=3N(C2=C(C1C1=NNC=C1)F)C(=CC3)C)(C)C